[1-(3-cyano-1-Isopropyl-1H-indol-5-yl)-1H-pyrazole-4-carbonyl]-L-valine methyl ester COC([C@@H](NC(=O)C=1C=NN(C1)C=1C=C2C(=CN(C2=CC1)C(C)C)C#N)C(C)C)=O